BrC1=CC=C(C=N1)N1CCC(CC1)C1CCN(CC1)C1=CC=C(C=C1)C1C(N(C(CC1)=O)CC1=CC=C(C=C1)OC)=O 3-[4-[4-[1-(6-bromo-3-pyridyl)-4-piperidyl]-1-piperidyl]phenyl]-1-[(4-methoxyphenyl)methyl]piperidine-2,6-dione